{4-[(5-methoxypyridin-3-yl)amino]phenyl}methanol COC=1C=C(C=NC1)NC1=CC=C(C=C1)CO